C(CCCCCCC\C=C/C=C/CC)CC(=O)[O-] (9Z,11E)-tetradeca-9,11-dien-1-ylacetate